Cl.N[C@H]1CN(CCC1)C(=O)C1=CC2=C(N(C(=N2)C=2N(C3=CC=CC=C3C2)C[C@H](CO)C)C)C(=C1)OC ((R)-3-aminopiperidin-1-yl)(2-(1-((R)-3-hydroxy-2-methylpropyl)-1H-indol-2-yl)-7-methoxy-1-methyl-1H-benzo[d]imidazol-5-yl)methanone, hydrochloride salt